3-[(3-fluoro-2-methylphenyl)amino]-2-(3-[[(2S)-1-(prop-2-enoyl)pyrrolidin-2-yl]methoxy]pyridin-4-yl)-1H,5H,6H,7H-pyrrolo[3,2-c]pyridin-4-one FC=1C(=C(C=CC1)NC1=C(NC2=C1C(NCC2)=O)C2=C(C=NC=C2)OC[C@H]2N(CCC2)C(C=C)=O)C